(S)-4-(7-chloro-8-fluoro-2-((tetrahydro-1H-pyrrolizin-7a(5H)-yl)methoxy)pyrido[4,3-d]pyrimidin-4-yl)-1,4-oxazepan-6-ol ClC1=C(C=2N=C(N=C(C2C=N1)N1CCOC[C@H](C1)O)OCC12CCCN2CCC1)F